1,2-dimethyl-3-hydroxy-4-pyridone CN1C(=C(C(C=C1)=O)O)C